Diethyl(4-hydroxyphenyl)phosphonate C(C)OP(OCC)(=O)C1=CC=C(C=C1)O